COC1=CC=C2C=NN(C2=C1N(S(=O)(=O)C=1C=NN(C1)C1=NC=CC(=C1)[C@](C)(CC)OC)COCC[Si](C)(C)C)C (S)-N-(6-methoxy-1-methyl-1H-indazol-7-yl)-1-(4-(2-methoxybutan-2-yl)pyridin-2-yl)-N-((2-(trimethylsilyl)ethoxy)methyl)-1H-pyrazole-4-sulfonamide